(+)-catechol C1[C@@H]([C@H](OC2=CC(=CC(=C21)O)O)C3=CC(=C(C=C3)O)O)O